(3R,5S)-(3-methyl-5-(6-oxo-1,6-dihydropyridin-3-yl)piperidin-1-yl)propanamide C[C@H]1CN(C[C@@H](C1)C1=CNC(C=C1)=O)C(C(=O)N)C